Cl.NC1(CC(C1)OCC)C(=O)OCC Ethyl Cis-1-Amino-3-Ethoxycyclobutane-1-Carboxylate Hydrochloride